C(C)(=O)C=1SC(=C(N1)C)S(=O)(=O)N 2-acetyl-4-methyl-1,3-thiazole-5-sulfonamide